ethyl 3-iodo-5-methyl-1H-pyrazole-4-carboxylate IC1=NNC(=C1C(=O)OCC)C